tert-Butyl (E)-3-(1-(cyclopropylmethyl)-2-(2-nitroprop-1-en-1-yl)-1H-indol-7-yl)azetidine-1-carboxylate C1(CC1)CN1C(=CC2=CC=CC(=C12)C1CN(C1)C(=O)OC(C)(C)C)\C=C(/C)\[N+](=O)[O-]